CC(CCN1C(CCCCC1)=O)CCCC(C)C 1-(3,7-dimethyloctyl)-azepan-2-one